3-bromo-N-(2-(5-(5-(2-cyclopentylethyl)-1,2,4-oxadiazol-3-yl)-1H-benzo[d]imidazol-1-yl)ethyl)benzamide BrC=1C=C(C(=O)NCCN2C=NC3=C2C=CC(=C3)C3=NOC(=N3)CCC3CCCC3)C=CC1